(4R)-4-ethyl-3,4-dihydro-2H-pyrido[2,3-b][1,4,5]oxathiazepine 1,1-dioxide C(C)[C@@H]1CNS(C2=C(O1)N=CC=C2)(=O)=O